3-(2-bromophenyl)coumarin BrC1=C(C=CC=C1)C=1C(OC2=CC=CC=C2C1)=O